O=C1NC(CCC1N1CCC=2C(=CC=CC12)S(=O)(=O)F)=O 1-(2,6-dioxopiperidin-3-yl)indoline-4-sulfonyl fluoride